(1-(4-fluorophenyl)-6-oxo-1,6-dihydropyridin-3-yl)boronic acid FC1=CC=C(C=C1)N1C=C(C=CC1=O)B(O)O